OCC=1C=C(C=C(C1)CO)N=NC(C#N)(C#N)CC=C 3,5-dihydroxymethylphenylazo-2-allylmalononitrile